ONC(=N)C1=CC2=C(CN([C@H](CO2)C)S(=O)(=O)C)C=C1 (S)-N-hydroxy-3-methyl-4-(methylsulfonyl)-2,3,4,5-tetrahydrobenzo[f][1,4]oxazepine-8-carboximidamide